ClC=1C=C(C=C(C1)Cl)C1(CC1)N 1-(3,5-dichlorophenyl)cyclopropan-1-amine